N-(3-(2'-acetamido-6-(2-((tert-butyldimethylsilyl)oxy)ethoxy)-[2,4'-bipyridin]-4-yl)-4-methylphenyl)-2-(trifluoromethyl)isonicotinamide C(C)(=O)NC1=NC=CC(=C1)C1=NC(=CC(=C1)C=1C=C(C=CC1C)NC(C1=CC(=NC=C1)C(F)(F)F)=O)OCCO[Si](C)(C)C(C)(C)C